(2,4,6-trimethylbenzoyl)diphenylphosphin oxide CC1=C(C(=O)P(C2=CC=CC=C2)(C2=CC=CC=C2)=O)C(=CC(=C1)C)C